5-(p-Chlorophenyl)-6-[1-(o-tolyl)-1H-pyrazol-4-yl]-4-pyrimidinylamine ClC1=CC=C(C=C1)C=1C(=NC=NC1C=1C=NN(C1)C1=C(C=CC=C1)C)N